pyrimido[1,2-a]pyrazolo[4,3-e]pyrimidine N=1N=CC2=CN=C3N(C21)C=CC=N3